1-Cyclopropyl-piperidine-4-carboxylic acid [(3R,5S)-1-(8-cyano-quinolin-5-yl)-5-trifluoromethyl-piperidin-3-yl]-amide C(#N)C=1C=CC(=C2C=CC=NC12)N1C[C@@H](C[C@@H](C1)C(F)(F)F)NC(=O)C1CCN(CC1)C1CC1